N(=[N+]=[N-])CCCCCCCCN1C2CCCCC12 7-(8-azidooctyl)-7-aza-bicyclo[4.1.0]heptane